ClC1=C(C(=O)OC(C)(C)C)C(=CC=N1)C Tert-Butyl 2-Chloro-4-Methylnicotinate